1-(3,5-difluoro-4-(2-methoxyvinyl)phenyl)piperidine FC=1C=C(C=C(C1C=COC)F)N1CCCCC1